1,1,1,2,2,4,4,4-octafluoro-3-butanone FC(C(C(C(F)(F)F)=O)(F)F)(F)F